N=1NN=NC1C=1C=C(C(=O)O)C=CC1 3-(2H-tetrazol-5-yl)benzoic acid